FC(C1(C(F)(F)O1)F)(F)F.[Cs] cesium hexafluoropropylene oxide